(R)-1-(1-cyclopropylazetidin-3-yl)-3-(isoquinolin-4-yl)-2-oxoimidazoline-4-carbonitrile C1(CC1)N1CC(C1)N1C(N([C@H](C1)C#N)C1=CN=CC2=CC=CC=C12)=O